COC1=C(C(=CC(=C1)C(F)(F)F)OC[C@@H]1CNCCC1)C1=CC(=NN1)NC=1N=CC(=NC1)C#N (S)-5-((5-(2-methoxy-6-(piperidin-3-ylmethoxy)-4-(trifluoromethyl)phenyl)-1H-pyrazol-3-yl)amino)pyrazine-2-carbonitrile